ClC1=C(C=CC(=C1)Cl)[C@@H](N1CCNCC1)C1=CC=C(C=C1)C 1-[(S)-(2,4-dichlorophenyl)(4-methylphenyl)methyl]piperazine